FC(CN1N=NC2=C1C=C(C=C2)C2=CNC=1N=C(N=C(C12)OC)N[C@@H]1CC[C@@H](CC1)OC(F)F)F 5-(1-(2,2-Difluoroethyl)-1H-benzo[d][1,2,3]triazol-6-yl)-N-(cis-4-(difluoromethoxy)cyclohexyl)-4-methoxy-7H-pyrrolo[2,3-d]pyrimidin-2-amine